1-Bromocyclohexane-1,2,2,3,3,4,4,5,5,6,6-d11 BrC1(C(C(C(C(C1([2H])[2H])([2H])[2H])([2H])[2H])([2H])[2H])([2H])[2H])[2H]